naphthylphenylphenanthrene C1(=CC=CC2=CC=CC=C12)C1=C(C=2C=CC3=CC=CC=C3C2C=C1)C1=CC=CC=C1